C(#N)C=1C=CC(=C(C1)C1=NN(C=C1NC(=O)C=1C=NN2C1N=CC=C2)C2COC2)OC N-(3-(5-cyano-2-methoxyphenyl)-1-(oxetan-3-yl)-1H-pyrazol-4-yl)pyrazolo[1,5-a]pyrimidine-3-carboxamide